CC1=NOC(=C1C=1C=C(C=CC1)B(O)O)C 3-(3,5-dimethylisoxazol-4-yl)phenylboronic acid